Monomethyltin C[Sn]